ClC1=CC=2N(C(=C1)C1=CC=C(C#N)C=C1)N=CN2 4-(7-chloro-[1,2,4]triazolo[1,5-a]pyridin-5-yl)benzonitrile